(3s,5s)-3-aminomethyl-5-(4-methoxy-phenoxy)-hexanoic acid NC[C@H](CC(=O)O)C[C@H](C)OC1=CC=C(C=C1)OC